NC1=C(N=CC(=N1)N1CCC2(CC1)OC1=C([C@H]2N)C=CC=C1)SC1=C(C(=CC=C1)C=1OC=CN1)Cl (R)-1'-(6-amino-5-((2-chloro-3-(oxazol-2-yl)phenyl)sulfanyl)pyrazin-2-yl)-3H-spiro[benzofuran-2,4'-piperidin]-3-amine